5-fluoro-4-oxo-3-(2-(1-oxo-6-(pyrazolo[1,5-a]pyridin-3-yl)isoindolin-2-yl)butanamiDo)pentanoic acid FCC(C(CC(=O)O)NC(C(CC)N1C(C2=CC(=CC=C2C1)C=1C=NN2C1C=CC=C2)=O)=O)=O